8-acetyl-2-oxo-1,8-diazaspiro[4.5]decan C(C)(=O)N1CCC2(CCC(N2)=O)CC1